ClC1=C(C=C(C=C1)NC1=NC=NC2=CC(=C(C=C12)OC1CN(C1)C(C=C)=O)OC)CO 1-(3-((4-((4-chloro-3-(hydroxymethyl)phenyl)-amino)-7-methoxy-quinazolin-6-yl)oxy)-azetidin-1-yl)prop-2-en-1-one